CC=1C=C2CCN(CC2=CC1NC)C(=O)OC(C)(C)C tert-butyl 6-methyl-7-(methylamino)-3,4-dihydroisoquinoline-2(1H)-carboxylate